6-HYDROXY-BENZOMORPHOLINE OC=1C=CC=2OCCNC2C1